Methyl 7-cyano-6-fluoro-2-(methoxymethyl)-2,3-dihydrobenzofuran-4-carboxylate C(#N)C=1C(=CC(=C2CC(OC21)COC)C(=O)OC)F